C(C1=CC=CC=C1)N1CC(N(CC1)CC(=O)NC(CC(=O)O)C(COC1=C(C(=CC(=C1F)F)F)F)=O)=O 3-(2-(4-Benzyl-2-oxopiperazin-1-yl)acetamido)-4-oxo-5-(2,3,5,6-tetrafluorophenoxy)pentanoic Acid